4-(2-acrylamidophenyl)-1H-indole-7-carboxamide C(C=C)(=O)NC1=C(C=CC=C1)C1=C2C=CNC2=C(C=C1)C(=O)N